FC1=C(C=CC(=C1)N1C2CN(CC2C1)C)N1C=NC(=C1)NC=1N=CC(=NC1)C#N 5-((1-(2-Fluoro-4-(3-methyl-3,6-diazabicyclo[3.2.0]heptan-6-yl)phenyl)-1H-imidazol-4-yl)amino)pyrazine-2-carbonitrile